NC1=C(C(=CS1)C#N)N1N=CC=N1 5-amino-4-(2H-1,2,3-triazol-2-yl)thiophene-3-carbonitrile